3-(5-((3-(2,3-dichlorophenyl)-3,8-diazabicyclo[3.2.1]octan-8-yl)methyl)-1-oxoisoindolin-2-yl)piperidine-2,6-dione ClC1=C(C=CC=C1Cl)N1CC2CCC(C1)N2CC=2C=C1CN(C(C1=CC2)=O)C2C(NC(CC2)=O)=O